1-(cyclopropylmethyl)-3-methyl-4-(4,4,5,5-tetramethyl-1,3,2-dioxaborolan-2-yl)pyrazole C1(CC1)CN1N=C(C(=C1)B1OC(C(O1)(C)C)(C)C)C